1,7-diphenyl-carbazole C1(=CC=CC=C1)C1=CC=CC=2C3=CC=C(C=C3NC12)C1=CC=CC=C1